C(C1=CC=CC=C1)N1C(N(C2=C1C=C(C=C2)C=2C(=NOC2C)C)CC)=O 3-benzyl-5-(3,5-dimethylisoxazol-4-yl)-1-ethyl-1H-benzo[d]imidazol-2(3H)-one